3-(3-(4-(Chloromethyl)phenyl)-5-ethyl-3H-imidazo[4,5-b]pyridin-2-yl)pyridin-2-amine ClCC1=CC=C(C=C1)N1C(=NC=2C1=NC(=CC2)CC)C=2C(=NC=CC2)N